4-(1-(tert-butoxycarbonyl)-3-ethyl-4-methyl-1H-indol-2-yl)-1H-pyrazolo[3,4-b]Pyridine-1-carboxylic acid tert-butyl ester C(C)(C)(C)OC(=O)N1N=CC=2C1=NC=CC2C=2N(C1=CC=CC(=C1C2CC)C)C(=O)OC(C)(C)C